[Ag]I Silver Iodide